BrC=1N=C2C(=NC1)N(C=C2F)COCC[Si](C)(C)C 2-bromo-7-fluoro-5-((2-(trimethylsilyl)ethoxy)methyl)-5H-pyrrolo[2,3-b]pyrazine